7a'-(((tert-butyldimethylsilyl)oxy)methyl)hexahydrospiro[cyclopropane-1,3'-pyrrolizine] [Si](C)(C)(C(C)(C)C)OCC12CCCN2C2(CC1)CC2